C1(CC1)S(=O)(=O)N1N=C(C(=C1)N)C 1-(cyclopropylsulfonyl)-3-methyl-1H-pyrazole-4-amine